NCC1=CC=C(N=N1)C1=C(C=C(C=C1C)C(F)(F)F)O 2-[6-(aminomethyl)pyridazin-3-yl]-3-methyl-5-(trifluoromethyl)phenol